(2-(((2-(2,6-dioxopiperidin-3-yl)-1,3-dioxoisoindolin-4-yl)amino)methyl)cyclopentyl)picolinamide O=C1NC(CCC1N1C(C2=CC=CC(=C2C1=O)NCC1C(CCC1)C=1C(=NC=CC1)C(=O)N)=O)=O